5-amino-6-((S)-4-((benzyloxy)carbonyl)-3-(cyanomethyl)piperazin-1-yl)-2-(((S)-1-methylpyrrolidin-2-yl)methoxy)pyrimidine-4-carboxylic acid NC=1C(=NC(=NC1N1C[C@@H](N(CC1)C(=O)OCC1=CC=CC=C1)CC#N)OC[C@H]1N(CCC1)C)C(=O)O